3-[2-amino-5-(2,7-dimethylindazol-5-yl)thiazol-4-yl]benzonitrile NC=1SC(=C(N1)C=1C=C(C#N)C=CC1)C1=CC2=CN(N=C2C(=C1)C)C